3-bromo-2-methylbenzothioate BrC=1C(=C(C([O-])=S)C=CC1)C